OC(C=O)C1C2CCC(CC1=O)N2C(=O)OC(C)(C)C tert-butyl (±)-2-(1-hydroxy-2-oxoethyl)-3-oxo-8-azabicyclo[3.2.1]octane-8-carboxylate